ClC1=CC=C(C=C1)C#CCOC1=C(C=C(C=C1)CCNC([C@H](C(C)C)NS(=O)(=O)C)=O)OC (2S)-N-[2-[4-[[3-(4-chlorophenyl)-2-propynyl]oxy]-3-methoxyphenyl]ethyl]-3-methyl-2-[(methylsulfonyl)amino]-butanamid